C(C1=CC=CC=C1)N1C([C@H](NC([C@@H]1CC)=O)CC)=O (3R,6S)-1-benzyl-3,6-diethylpiperazine-2,5-dione